O=C1N(CC2=CC=C(C=C12)C=1C=CC(=NC1)N1CCN(CC1)CCCCC(=O)N)C(C(NC=1SC=CN1)=O)C1=CC=CC=C1 5-(4-(5-(3-oxo-2-(2-oxo-1-phenyl-2-(thiazol-2-ylamino)ethyl)isoindolin-5-yl)pyridin-2-yl)piperazin-1-yl)pentanamide